5-(3,5-Bis((E)-2-methylbenzylidene)-4-oxopiperidin-1-yl)-5-oxo-N-(5-sulfanyl-1,3,4-thiadiazol-2-yl)pentanamide CC1=C(\C=C\2/CN(C\C(\C2=O)=C/C2=C(C=CC=C2)C)C(CCCC(=O)NC=2SC(=NN2)S)=O)C=CC=C1